N-(5-((6-((S)-3-benzylisoxazolidine-2-yl)pyrimidine-4-yl)amino)-2-(4-isopropylpiperazine-1-yl)-4-methoxy-phenyl)acrylamide C(C1=CC=CC=C1)[C@@H]1N(OCC1)C1=CC(=NC=N1)NC=1C(=CC(=C(C1)NC(C=C)=O)N1CCN(CC1)C(C)C)OC